(rac)-((1s,3s)-3-Hydroxy-3-methylcyclobutyl)(6-(4-methyl-3-(trifluoromethyl)phenoxy)-2-azaspiro[3.4]octan-2-yl)methanone OC1(CC(C1)C(=O)N1CC2(C1)C[C@@H](CC2)OC2=CC(=C(C=C2)C)C(F)(F)F)C |r|